C(C=C)(=O)N1[C@H](CN(CC1)C=1C2=C(N=C(N1)OC[C@H]1N(CCC1)C)C(=CN2CC)CC2=CC(=CC1=CC=CC=C21)O)CC#N ((S)-1-propenoyl-4-(5-ethyl-7-((3-hydroxynaphthalen-1-yl)methyl)-2-(((S)-1-methylpyrrolidin-2-yl)methoxy)-5H-pyrrolo[3,2-d]pyrimidin-4-yl)piperazin-2-yl)acetonitrile